O=CCCCCCCCCCCCCCCCCC(=O)O 18-Oxo-octadecanoic acid